C(C)P([O-])(=O)CC.C(C)P(O)(=O)CC.C(C)P([O-])(=O)CC.[Fe+2] Ferrous tris(diethylphosphinate)